(S)-ethyl 6-(tert-butyl)-3-(3-methoxypropoxy)-2-methyl-10-oxo-6,10-dihydro-5H-pyrido[1,2-h][1,7]naphthyridine-9-carboxylate C(C)(C)(C)[C@@H]1CC=2C=C(C(=NC2C=2N1C=C(C(C2)=O)C(=O)OCC)C)OCCCOC